3-Methoxy-N-(5-(4-(piperidin-1-yl)phenoxy)thiazol-2-yl)cyclobutane-1-carboxamide COC1CC(C1)C(=O)NC=1SC(=CN1)OC1=CC=C(C=C1)N1CCCCC1